C1(=CC(=CC=C1)N1C[C@@H](CCC1)C(=O)OC)C methyl (R)-1-(m-tolyl)piperidine-3-carboxylate